C(=O)(OCC1C2=CC=CC=C2C2=CC=CC=C12)N[C@@H]([C@H](C)CC)C(=O)O Fmoc-L-allo-isoleucine